N-cyano-N'-(1,1-dimethylpropyl)-N''-3-pyridyl-guanidine C(#N)NC(=NC=1C=NC=CC1)NC(CC)(C)C